(difluoro(2-(((S)-1-oxo-3-(piperidin-4-yl)-1-((S)-2-(1,2,3,4-tetrahydroisoquinoline-2-carbonyl)pyrrolidin-1-yl)propan-2-yl)carbamoyl)-1H-indol-5-yl)methyl)phosphonic acid FC(C=1C=C2C=C(NC2=CC1)C(N[C@H](C(N1[C@@H](CCC1)C(=O)N1CC2=CC=CC=C2CC1)=O)CC1CCNCC1)=O)(F)P(O)(O)=O